ClC1=CC=C(C=C1)C(F)(F)F Para-chlorobenzotrifluoride